N1=CN=CN=C1 s-triazine